(R)-1-(1-(3-(1-Acetylpiperidin-4-yl)-1H-pyrazolo[3,4-b]pyridin-5-yl)-3,3-difluoropiperidin-4-yl)-1-methyl-3-(1-methyl-2-oxo-5-(trifluoromethyl)-1,2-dihydropyridin-3-yl)urea C(C)(=O)N1CCC(CC1)C1=NNC2=NC=C(C=C21)N2CC([C@@H](CC2)N(C(=O)NC=2C(N(C=C(C2)C(F)(F)F)C)=O)C)(F)F